O=C(C(=O)N)N1[C@H](CC[C@H](C1)CC)CC |r| 2-Oxo-2-[rac-(2S,5R)-2,5-diethyl-1-piperidyl]acetamide